[3-(Dimethylamino)propyl]methacrylamide CN(CCCC=C(C(=O)N)C)C